C(C1=CC=CC=C1)OC=CC1=CC=CC=C1 α-Benzyloxystyrol